C(C1=CC=CC=C1)N(S(=O)(=O)C)C#CC=1C(=C(C(=O)OC)C=CC1)N1C=CC=C1 Methyl 3-((N-benzylmethylsulfonamido)ethynyl)-2-(1H-pyrrol-1-yl)benzoate